NC1=C(C=C(C(=O)N2CCC3(CC3)CC2)C=C1)OC (1R)-6-(4-amino-3-methoxybenzoyl)-6-azaspiro[2.5]octan